N-[(3-chloro-4-fluorophenyl)-(4-methyl-5-methylsulfonyl-1H-imidazol-2-yl)methyl]-6-methyl-4-(trifluoromethyl)pyridin-2-amine ClC=1C=C(C=CC1F)C(NC1=NC(=CC(=C1)C(F)(F)F)C)C=1NC(=C(N1)C)S(=O)(=O)C